triamino-(1,2-bis(diphenylphosphino)phenylruthenium) acetate dihydrate O.O.C(C)(=O)O.N[Ru](C1(C(C=CC=C1)P(C1=CC=CC=C1)C1=CC=CC=C1)P(C1=CC=CC=C1)C1=CC=CC=C1)(N)N